N-(2-(3-hydroxypropoxy)-4-nitrophenyl)acetamide OCCCOC1=C(C=CC(=C1)[N+](=O)[O-])NC(C)=O